4-benzoyl-benzophenone C(C1=CC=CC=C1)(=O)C1=CC=C(C(=O)C2=CC=CC=C2)C=C1